2-[[7-[4-(7-azaspiro[3.5]nonan-2-ylmethyl)phenyl]-4,5,13-trimethyl-3-thia-1,8,11,12-tetrazatricyclo[8.3.0.02,6]trideca-2(6),4,7,10,12-pentaen-9-yl]methyl]oxazole C1C(CC12CCNCC2)CC2=CC=C(C=C2)C=2C=1C(=C(SC1N1C(=NN=C1C(N2)CC=2OC=CN2)C)C)C